1-acetyl-4,6-dibromo-5-[1-hydroxy-3,6,9-trioxonon-9-yl]-1H-indol-3-yl 2,3,4,6-tetra-O-acetyl-β-D-glucopyranoside C(C)(=O)O[C@H]1[C@H](OC2=CN(C3=CC(=C(C(=C23)Br)C(CCC(CCC(CCO)=O)=O)=O)Br)C(C)=O)O[C@@H]([C@H]([C@@H]1OC(C)=O)OC(C)=O)COC(C)=O